FC=1C=C(C=CC1F)C(CC[N+](=O)[O-])O 1-(3,4-difluorophenyl)-3-nitropropan-1-ol